2-Amino-4-(3-(3-(dimethylamino)-3-(hydroxymethyl)pyrrolidin-1-yl)-5-fluoro-7,9-dihydrofuro[3,4-f]quinazolin-6-yl)-7-fluorothieno[3,2-c]pyridine-3-carbonitrile NC1=C(C=2C(=NC=C(C2S1)F)C=1C2=C(C=3C=NC(=NC3C1F)N1CC(CC1)(CO)N(C)C)COC2)C#N